3-(((R)-7-((2S,4R)-4-((2,2-Difluoroethyl)amino)-2-phenylpiperidine-1-carbonyl)-7-azaspiro[4.5]decan-10-yl)methyl)-6-phenylpyrimidin-4(3H)-one FC(CN[C@H]1C[C@H](N(CC1)C(=O)N1CC2(CCCC2)[C@@H](CC1)CN1C=NC(=CC1=O)C1=CC=CC=C1)C1=CC=CC=C1)F